OC=1C(C(=CN2N=CN(C(C21)=O)CC2=CNC(=C2)C2=CNC=1N=CN=CC12)O)=O 5,7-dihydroxy-3-{[5-(7H-pyrrolo[2,3-d]pyrimidin-5-yl)-1H-pyrrol-3-yl]methyl}-4,6-dihydro-3H-pyrido[2,1-f][1,2,4]triazine-4,6-dione